(2S,3R,4R)-1-acetyl-2-cyclopropyl-4-((5-fluoropyrimidin-2-yl)amino)-3-methyl-1,2,3,4-tetrahydroquinoline-6-carboxamide C(C)(=O)N1[C@H]([C@@H]([C@H](C2=CC(=CC=C12)C(=O)N)NC1=NC=C(C=N1)F)C)C1CC1